CC(CC)(S(=O)(=O)O)C dimethyl-propanesulfonic Acid